C(#N)[C@@H]1CN(CC12CN(C2)C(=O)OC(C)(C)C)C(=O)OCC=C (S)-6-allyl 2-tert-butyl 8-cyano-2,6-diazaspiro[3.4]octane-2,6-dicarboxylate